7-chloro-4-ethynyl-3-methyl-1H-indazole ClC=1C=CC(=C2C(=NNC12)C)C#C